C(#N)C[C@H](O)C1=C(C=C(C2=C1CCO2)C2=CC=C(C=C2)OC(F)(F)F)CNC(C=C)=O (S)-N-((4-(2-cyano-1-hydroxyethyl)-7-(4-(trifluoromethoxy)phenyl)-2,3-dihydrobenzofuran-5-yl)methyl)acrylamide